2,4,5,6-O-tetranonenyl-sorbitol C(=CCCCCCCC)[C@@](CO)(O)[C@@H](O)[C@](O)([C@](O)(COC=CCCCCCCC)C=CCCCCCCC)C=CCCCCCCC